N1=CN=CC2=C1C(NC2)=O pyrrolo[3,4-d]pyrimidin-7(6H)-one